4-acetoxy-2,2,6,6-tetramethylpiperidin-1-ol C(C)(=O)OC1CC(N(C(C1)(C)C)O)(C)C